OCCCCCCC#CC1=CC=CC=2N(C(N(C21)C)=O)C2C(NC(CC2)=O)=O 3-[4-(8-hydroxyoct-1-ynyl)-3-methyl-2-oxo-benzimidazol-1-yl]piperidine-2,6-dione